2,6-dihydroxy-5'-methyl-4-pentyl-2'-(prop-1-en-2-yl)-N-(1-(trifluoromethyl)cyclopentyl)-1',2',3',4'-tetrahydro-[1,1'-biphenyl]-3-carboxamide OC1=C(C(=CC(=C1C(=O)NC1(CCCC1)C(F)(F)F)CCCCC)O)C1C(CCC(=C1)C)C(=C)C